8-Bromo-5-chlorochromanon BrC=1C=CC(=C2CCC(OC12)=O)Cl